tert-butyl (2R,4r,6S)-rel-4-hydroxy-2,6-dimethylpiperidine-1-carboxylate C[C@@H]1CC(C[C@@H](N1C(=O)OC(C)(C)C)C)O